4-{2-[(3S)-3-(2-isopropoxyphenyl)morpholin-4-yl]-7-azaspiro[3.5]nonan-7-yl}-N-[3-nitro-4-({[(1r,4r)-4-hydroxy-4-methylcyclohexyl]methyl}amino)benzenesulfonyl]benzamide hydrochloride Cl.C(C)(C)OC1=C(C=CC=C1)[C@@H]1N(CCOC1)C1CC2(C1)CCN(CC2)C2=CC=C(C(=O)NS(=O)(=O)C1=CC(=C(C=C1)NCC1CCC(CC1)(C)O)[N+](=O)[O-])C=C2